C1(CC1)C1=C(C=C(C(=C1)I)C)N(C(C#CC)=O)C1=CC=C2C(=N1)N=C(N2C)C2COCC2 N-(2-cyclopropyl-4-iodo-5-methylphenyl)-N-[1-methyl-2-(oxolan-3-yl)imidazo[4,5-b]pyridin-5-yl]but-2-ynamide